methyl (S)-2-cyano-4-(3-(hydroxymethyl)pyrrolidin-1-yl)benzoate C(#N)C1=C(C(=O)OC)C=CC(=C1)N1C[C@H](CC1)CO